ClP1(=NP(=NP(=N1)(Cl)Cl)(Cl)Cl)Cl hexachloro-cyclotriphosphazene